[Br-].BrCC=1[NH2+]C=CC1 (2S)-2-(bromomethyl)pyrrole-1-ium bromide